(6-METHOXY-PYRIDAZIN-3-YL)METHANOL COC1=CC=C(N=N1)CO